FC1(CCC2=C1N=C(N=C2N2C[C@@H](CC2)OCC(=O)N2CCNCC2)N2[C@H](CC2)C)F 2-(((2S,3R)-1-(7,7-difluoro-2-((S)-2-methylazetidin-1-yl)-6,7-dihydro-5H-cyclopenta[d]pyrimidin-4-yl)pyrrolidin-3-yl)oxy)-1-(piperazin-1-yl)ethan-1-one